CC(CC(=O)[O-])C 2-Methylpropane-1-carboxylate